CS(=O)(=O)NCCCCl N-(3-chloropropyl)methanesulfonamide